C[S@](C1=CC=C(OCCN2CCC3(CC2)C(NC2=CC=C(C=C23)C#N)=O)C=C1)(=O)=NC (R)-1'-(2-{4-[methyl(methyl-imino)oxo-λ6-sulfanyl]phenoxy}ethyl)-2-oxo-1,2-dihydrospiro[indole-3,4'-piperidine]-5-carbonitrile